CNC(=O)C1=CNC2=CC(=CC=C12)[N+](=O)[O-] N-methyl-6-nitro-1H-indole-3-carboxamide